diPropylene Glycol propyl ether C(CC)OC(C)COC(C)CO